2-[2-[(2R)-2-benzyloxypropoxy]ethoxy]tetrahydropyran C(C1=CC=CC=C1)O[C@@H](COCCOC1OCCCC1)C